Cl.Cl.CC1(NC2=C(OC1)C(=NC(=N2)N)N2C[C@@H](CC2)NC)C (R)-7,7-dimethyl-4-(3-(methylamino)pyrrolidin-1-yl)-7,8-dihydro-6H-pyrimido[5,4-b][1,4]oxazin-2-amine Dihydrochloride Salt